C1(=CC=CC2=CC=CC=C12)[C@H](C)NC1=CC(OC2=C1C=C(C=C2)[N+](=O)[O-])=O (S)-4-((1-(naphthalen-1-yl)ethyl)amino)-6-nitro-2H-benzopyran-2-one